3-(2-Fluoro-5-((6-fluoro-4-vinyl-1H-indol-5-yl)oxy)phenyl)-1-(tetrahydro-2H-pyran-2-yl)-1H-pyrazole-4-carbonitrile FC1=C(C=C(C=C1)OC=1C(=C2C=CNC2=CC1F)C=C)C1=NN(C=C1C#N)C1OCCCC1